OC1(CC1)C=1NC(=NN1)C1CC2(CN(C2)C(=O)N2CC3(C2)CC(C3)CC3=NC(=NS3)C(F)(F)F)C1 [6-[5-(1-hydroxycyclopropyl)-4H-1,2,4-triazol-3-yl]-2-azaspiro[3.3]heptan-2-yl]-[6-[[3-(trifluoromethyl)-1,2,4-thiadiazol-5-yl]methyl]-2-azaspiro[3.3]heptan-2-yl]methanone